ClC=1C(=NC=C(C1[C@@H](C)OC=1C=C2C(=NNC2=CC1)C=1C=NC(=C(C1)C)N1CC2(CN(C2)S(=O)(=O)C)C1)Cl)C 5-[(1R)-1-(3,5-dichloro-2-methyl-4-pyridyl)ethoxy]-3-[5-methyl-6-(2-methylsulfonyl-2,6-diazaspiro[3.3]heptan-6-yl)-3-pyridyl]-1H-indazole